methyl 2-(4,5-dimethyl-2H-1,2,3-triazol-2-yl)-2-methylpropionate CC1=NN(N=C1C)C(C(=O)OC)(C)C